C(C)(=O)C1=C(C(N(C1C1=CC=C(C=C1)Br)CCC1=CC=C(C=C1)F)=O)O 4-acetyl-5-(4-bromo-phenyl)-3-hydroxy-1-[2-(4-fluorophenyl)-ethyl]-1,5-dihydro-pyrrol-2-one